1,5-anhydro-2,3-dideoxy-3-(6-(3-fluoro-4-((oxetan-3-ylmethyl)carbamoyl)benzyl)-7,8-dimethyl-4-oxoquinazolin-3(4H)-yl)-L-threo-pentitol FC=1C=C(CC=2C=C3C(N(C=NC3=C(C2C)C)[C@H]2CCOC[C@@H]2O)=O)C=CC1C(NCC1COC1)=O